3-[[6-(2,2-difluoroethoxy)-4-[2-[(1,5-dimethyl-6-oxo-pyridazin-3-yl)amino]pyrazolo[1,5-a]pyridin-5-yl]-3-pyridyl]oxy]-2,2-dimethyl-propanenitrile FC(COC1=CC(=C(C=N1)OCC(C#N)(C)C)C1=CC=2N(C=C1)N=C(C2)NC2=NN(C(C(=C2)C)=O)C)F